3-(5-(4-((1-((R)-3-(4-amino-3-(4-phenoxyphenyl)-1H-pyrazolo[3,4-d]pyrimidin-1-yl)piperidine-1-carbonyl)piperidin-4-yl)methyl)piperidin-1-yl)-1-oxoisoindolin-2-yl)piperidine-2,6-dione NC1=C2C(=NC=N1)N(N=C2C2=CC=C(C=C2)OC2=CC=CC=C2)[C@H]2CN(CCC2)C(=O)N2CCC(CC2)CC2CCN(CC2)C=2C=C1CN(C(C1=CC2)=O)C2C(NC(CC2)=O)=O